4-(4-Cyclopentylthieno[2,3-b]pyridin-2-yl)-5-fluoro-N-(5-piperazin-1-ylpyridin-2-yl)pyrimidin-2-amine C1(CCCC1)C1=C2C(=NC=C1)SC(=C2)C2=NC(=NC=C2F)NC2=NC=C(C=C2)N2CCNCC2